NC1=NC2=CC=CC=C2C(=C1)C amino-4-methylquinoline